C(C(C)C)[Al](CC(C)C)CC(C)C triisobutylaluminum